3-chloro-4,7-difluorobenzo[b]thiophene-2-carbonyl chloride ClC=1C2=C(SC1C(=O)Cl)C(=CC=C2F)F